(1R,3r,5S)-8-(tert-butoxycarbonyl)-8-azabicyclo[3.2.1]octan-3-yl-3-(bicyclo[2.2.2]octan-1-yl)-5-cyclopropylisoxazole-4-carboxylate C(C)(C)(C)OC(=O)N1[C@H]2CC(C[C@@H]1CC2)OC(=O)C=2C(=NOC2C2CC2)C21CCC(CC2)CC1